OC1=C(C=CC(=C1)OCCC)C1CC(NC=2N=CNC(C21)=O)=O 5-(2-hydroxy-4-propoxyphenyl)-5,6-dihydropyrido[2,3-d]pyrimidine-4,7(3H,8H)-dione